8-(4-fluorophenyl)-7-(1H-imidazol-4-yl)-2-(prop-2-yn-1-ylsulfanyl)-3H-pyrazolo[1,5-a][1,3,5]triazin-4-one FC1=CC=C(C=C1)C=1C(=NN2C1N=C(NC2=O)SCC#C)C=2N=CNC2